C(C)N(C(C1=C(C=CC(=C1)F)C=1C=2N(C=C(C1)C1CN(C1)[C@@H](CC[C@H]1NCCOC1)C(C)C)C(=NC2)C)=O)C(C)C N-ethyl-5-fluoro-2-(3-methyl-6-{1-[(3S)-4-methyl-1-[(3R)-morpholin-3-yl]pentan-3-yl]azetidin-3-yl}imidazo[1,5-a]pyridin-8-yl)-N-(isopropyl)benzamide